trans-(P)-N-(isoxazol-3-yl)-1-(2-methoxy-4-((trifluoromethyl)cyclobutyl)phenyl)-2-oxo-1,2-dihydroquinoline-6-sulphonamide O1N=C(C=C1)NS(=O)(=O)C=1C=C2C=CC(N(C2=CC1)C1=C(C=C(C=C1)C1(CCC1)C(F)(F)F)OC)=O